FC=1C=CC2=C(N=CS2)C1COC1=C(C=C(C(=C1)[N+](=O)[O-])F)OC 5-fluoro-4-(4-fluoro-2-methoxy-5-nitrophenoxymethyl)-1,3-benzothiazole